C[Pb]Br Methyl-lead bromide